5-(quinuclidin-3-yl)-1,3,4-oxadiazole N12CC(C(CC1)CC2)C2=NN=CO2